FC(C1=NC=CC(=C1)B(O)O)(F)F 2-Trifluoromethyl-4-pyridineboronic acid